F[P-](F)(F)(F)(F)F.ClC1=CC=C(C=C1)[N+]#N 4-chlorobenzenediazonium Hexafluorophosphate salt